2-([1,1'-biphenyl]-2-yl)-4-([1,1'-biphenyl]-4-yl)-6-chloro-1,3,5-triazine C1(=C(C=CC=C1)C1=NC(=NC(=N1)C1=CC=C(C=C1)C1=CC=CC=C1)Cl)C1=CC=CC=C1